N,N-diethyl-4-(7-((3-(piperidin-1-yl)propyl)amino)thiazolo[5,4-b]pyridin-5-yl)benzamide C(C)N(C(C1=CC=C(C=C1)C1=CC(=C2C(=N1)SC=N2)NCCCN2CCCCC2)=O)CC